O1COC2C1CCCC2 hexahydro-1,3-benzodioxole